methyl (1r,4R)-4'-chloro-4-(3-chloroanilino)-5'-fluoro-2'-[(2R)-3-hydroxy-2-methylpropyl]-2',3'-dihydrospiro[cyclohexane-1,1'-indene]-4-carboxylate ClC1=C2CC(C3(C2=CC=C1F)CCC(CC3)(C(=O)OC)NC3=CC(=CC=C3)Cl)C[C@H](CO)C